3-iodo-5-methyl-1-[2-methyl-6-(methylsulfanyl)-2H-pyrazolo[3,4-b]pyridin-5-yl]-4-(propan-2-yl)-1H-pyrazole IC1=NN(C(=C1C(C)C)C)C1=CC=2C(N=C1SC)=NN(C2)C